O=C1CC(C1)C1=CC=C(C=C1)N1C(N(C(C=C1)=O)COCC[Si](C)(C)C)=O 1-(4-(3-oxocyclobutyl)phenyl)-3-((2-(trimethylsilyl)ethoxy)methyl)pyrimidine-2,4(1H,3H)-dione